C1(=CC=CC=C1)NC(C[C@H](N)C(=O)O)=O N4-phenyl-L-asparagine